CC1=C(N=NN1C1=C(C=CC=C1)C)C(=O)NC=1SC=C(N1)C1=CC=CC=C1 5-Methyl-N-(4-phenylthiazol-2-yl)-1-(o-tolyl)-1H-1,2,3-triazole-4-carboxamide